tetrahydrofuran-3-carboxaldehyde O1CC(CC1)C=O